C1=C(C=CC2=CC=CC=C12)C(C(=O)C1=CC=C(C=C1)C)=O (naphthalen-2-yl)-2-(p-tolyl)ethane-1,2-dione